ClC1=CC(=C(C=C1Cl)C(NS(=O)C(C)(C)C)[C@H]1CN(CC1)C(=O)[C@@H]1OC(OC1)(C)C)OCC=C N-[[4,5-dichloro-2-(prop-2-en-1-yloxy)phenyl][(3R)-1-[(4R)-2,2-dimethyl-1,3-dioxolane-4-carbonyl]pyrrolidin-3-yl]methyl]-2-methylpropane-2-sulfinamide